BrC=1C2=CN(N=C2C(=CC1OC)C(=O)OC)C methyl 4-bromo-5-methoxy-2-methyl-indazole-7-carboxylate